CNC=1C2=C(N=C(N1)C1CN(CC1)C(C1=CC=C(C=C1)N1CCC(CC1)C)=O)CN(CC2)C(=O)OC(C)(C)C tert-Butyl 4-(methylamino)-2-[1-[4-(4-methyl-1-piperidyl)benzoyl]pyrrolidin-3-yl]-6,8-dihydro-5H-pyrido[3,4-d]pyrimidine-7-carboxylate